methyl 1-benzoyl-2-ethylpiperidine-2-carboxylate C(C1=CC=CC=C1)(=O)N1C(CCCC1)(C(=O)OC)CC